S1C2=C(C(=C1)NC(=O)N1CC3=CC=CC=C3CC1)C=CC=C2 N-(benzo[b]thiophen-3-yl)-3,4-dihydro-isoquinoline-2(1H)-carboxamide